N-(5-(cyclopropyl-methyl)pyridin-2-yl)-2-((S)-4,4-difluoro-3-(6-oxo-1,6-dihydropyridin-3-yl)piperidin-1-yl)propanamide C1(CC1)CC=1C=CC(=NC1)NC(C(C)N1C[C@@H](C(CC1)(F)F)C1=CNC(C=C1)=O)=O